oxo-butane O=CCCC